4-methyl-N-[2-(propan-2-yl)-2H-1,2,3,4-tetrazol-5-yl]-3-[2-(pyridin-3-yl)ethynyl]benzamide CC1=C(C=C(C(=O)NC=2N=NN(N2)C(C)C)C=C1)C#CC=1C=NC=CC1